C1(=CC=CC=C1)C=1SC=C(N1)CC(=O)N1CC2(CN(C2)C2=CC=CC=C2)CCC1 2-(2-phenyl-1,3-thiazol-4-yl)-1-{2-phenyl-2,6-diazaspiro[3.5]nonan-6-yl}ethan-1-one